7-chloro-6-(2-fluoro-5-methoxy-phenyl)-8-(trifluoromethyl)-4H-[1,2,4]triazolo[1,5-a][1,4]benzodiazepine-2-Formic acid ethyl ester C(C)OC(=O)C1=NN2C(CN=C(C3=C2C=CC(=C3Cl)C(F)(F)F)C3=C(C=CC(=C3)OC)F)=N1